N-cyclopentylmethyl-4-(1,7-diaza-7-spiro[4.4]nonyl)-5-(3,5-difluorophenyl)nicotinamide C1(CCCC1)CNC(C1=CN=CC(=C1N1CC2(CCCN2)CC1)C1=CC(=CC(=C1)F)F)=O